6-(4-(3-Fluoro-5-formylpyridin-2-yl)indolin-1-yl)-N-((1R,2S)-2-fluorocyclopropyl)-8-((4-methoxybenzyl)(methyl)amino)imidazo[1,2-b]pyridazine-3-carboxamide FC=1C(=NC=C(C1)C=O)C1=C2CCN(C2=CC=C1)C=1C=C(C=2N(N1)C(=CN2)C(=O)N[C@H]2[C@H](C2)F)N(C)CC2=CC=C(C=C2)OC